C(C=CCCCCC)OC1=C(C=C(C=C1)C1=NOC(=N1)[C@H]1N(CCC1)C(=O)OC(C)(C)C)C(F)(F)F tert-butyl (S)-2-(3-(4-(oct-2-en-1-yloxy)-3-(trifluoromethyl)phenyl)-1,2,4-oxadiazol-5-yl)pyrrolidine-1-carboxylate